2-(1-ethoxyvinyl)-9H-purine-6-carbamic acid tert-butyl ester C(C)(C)(C)OC(NC1=C2N=CNC2=NC(=N1)C(=C)OCC)=O